ClC=1C=NC(=NC1)N1CCC(CC1)CCCOC1=CC(=C(C=C1)CC(=O)N1CC2(CN(C2)C(CCCCS(=O)(=O)O)=O)C1)F 5-(6-(2-(4-(3-(1-(5-chloropyrimidin-2-yl)piperidin-4-yl)propoxy)-2-fluorophenyl)acetyl)-2,6-diazaspiro[3.3]heptan-2-yl)-5-oxopentane-1-sulfonic acid